COC1CCN(CC1)CC1(CCC1)CNC(=O)C1=CC2=C(S1)CCCCCC2 N-({1-[(4-methoxypiperidin-1-yl)methyl]cyclobutyl}methyl)-4H,5H,6H,7H,8H,9H-cycloocta[b]thiophene-2-carboxamide